2-((1R,5S)-3-(8-cyanoquinolin-5-yl)-5-(trifluoromethyl)-3-azabicyclo[3.1.0]hexane-1-carbonyl)Hydrazine-1-carboxylic acid tert-butyl ester C(C)(C)(C)OC(=O)NNC(=O)[C@]12CN(C[C@@]2(C1)C(F)(F)F)C1=C2C=CC=NC2=C(C=C1)C#N